N(=NC=1NC=CC1)C=1NC=CC1 azopyrrole